2-azido-2-fluoro-1-(4-methoxyphenyl)ethane-1-one N(=[N+]=[N-])C(C(=O)C1=CC=C(C=C1)OC)F